C(#N)C(C[C@H]1C(NCC1)=O)NC([C@@H](NC(C(OC)C1CCCCC1)=O)CC(C)(C)C)=O N-{1-cyano-2-[(3S)-2-oxopyrrolidin-3-yl]ethyl}-N2-[cyclohexyl-(methoxy)acetyl]-4-methyl-L-leucinamide